ClC1=CC=C(C=C1)[C@@]1(N(C(C2=CC(=CC(=C12)F)[C@](CC)(C1CCN(CC1)C)O)=O)CC1=NC=C(C=N1)Cl)O[C@@H]1C[C@@H](C1)O (3R)-3-(4-Chlorophenyl)-2-[(5-chloropyrimidin-2-yl)methyl]-4-fluoro-6-[(1S)-1-hydroxy-1-(1-methylpiperidin-4-yl)propyl]-3-[cis-3-hydroxycyclobutoxy]-2,3-dihydro-1H-isoindol-1-on